O=C1N(C(C=C1)=O)CCNC(OC(C)(C)C)=O tert-Butyl N-(2,5-dioxo-2,5-dihydro-1H-pyrrol-1-yl)ethylcarbamate